N-hydroxy-o-bromobenzimidoyl chloride ON=C(C1=C(C=CC=C1)Br)Cl